C(C\C=C/CC)(=O)OC1C(C=CC=C1)(C1SCCCS1)Cl (Z)-2-chloro-2-(1,3-dithian-2-yl)phenyl hex-3-enoate